C(C)(C)N1N=CC(=C1C=1N=C2CCCC=3C2=C(N1)NN3)C 4-(1-isopropyl-4-methyl-1H-pyrazol-5-yl)-2,6,7,8-tetrahydroPyrazolo[3,4,5-de]Quinazoline